(2R)-N-(4-methyl-3-((1-(3-(1-methyl-1H-pyrazol-4-yl)-5-(thiophen-2-yl)phenyl)ethyl)carbamoyl)phenyl)piperidine-2-carboxamide CC1=C(C=C(C=C1)NC(=O)[C@@H]1NCCCC1)C(NC(C)C1=CC(=CC(=C1)C=1SC=CC1)C=1C=NN(C1)C)=O